C(C)(C)(C)N1N=C2C(C(NC=C2)=O)=C1 2-tert-butyl-5H-pyrazolo[4,3-c]pyridin-4-one